C(C1=CC=CC=C1)OC(=O)N1CC(C1)N1CCN(C[C@@H](C1)F)C(=O)OC(C)(C)C (R)-tert-butyl 4-(1-((benzyloxy) carbonyl) azetidin-3-yl)-6-fluoro-1,4-diazacycloheptane-1-carboxylate